(R)-2-Cyclopropoxy-1-(3-(difluoromethoxy)phenyl)ethan-1-amine hydrochloride Cl.C1(CC1)OC[C@H](N)C1=CC(=CC=C1)OC(F)F